(S)-2-amino-1-(3-((4-fluorophenyl)amino)-8,8-dimethyl-2-(3,4,5-trifluorophenyl)-5,6-dihydroimidazo[1,2-a]pyrazin-7(8H)-yl)propan-1-one N[C@H](C(=O)N1C(C=2N(CC1)C(=C(N2)C2=CC(=C(C(=C2)F)F)F)NC2=CC=C(C=C2)F)(C)C)C